O[C@@H]1CN(CCC1)C1=NC=CC2=CC(=C(C=C12)OC)C(=O)N (S)-1-(3-hydroxypiperidin-1-yl)-7-methoxyisoquinoline-6-carboxamide